methyl-3,4-dihydronaphthalen CC1=CCCC2=CC=CC=C12